1-(2,2-difluoroethyl)-6-(2-fluoro-2-methylpropoxy)-N-[(4s)-6-({5-carbamoyl-1-methyl-1H-pyrazolo[3,4-b]pyridin-6-yl}oxy)spiro[3.3]heptan-2-yl]-1H-indazole-3-carboxamide FC(CN1N=C(C2=CC=C(C=C12)OCC(C)(C)F)C(=O)NC1CC2(C1)CC(C2)OC2=C(C=C1C(=N2)N(N=C1)C)C(N)=O)F